C[C@@H]1N(C[C@H](NC1)C)C=1C2=C(N(C(C1F)=O)C)N(C(=N2)CC#N)CC 2-(7-((2S,5R)-2,5-dimethylpiperazin-1-yl)-3-ethyl-6-fluoro-4-methyl-5-oxo-4,5-dihydro-3H-imidazo[4,5-b]pyridin-2-yl)acetonitrile